2-(2,5-dimethylpyrrol-1-yl)-5-(5-methylpyrazol-1-yl)-1,3,4-thiadiazole CC=1N(C(=CC1)C)C=1SC(=NN1)N1N=CC=C1C